3-(1-Acetylpiperidin-4-yl)-2-(1-(4-amino-3-(2,3-difluoro-4-methoxyphenyl)-1H-pyrazolo[3,4-d]pyrimidin-1-yl)ethyl)-5-chloroquinazolin-4(3H)-one C(C)(=O)N1CCC(CC1)N1C(=NC2=CC=CC(=C2C1=O)Cl)C(C)N1N=C(C=2C1=NC=NC2N)C2=C(C(=C(C=C2)OC)F)F